FC1(CN(CC12CCN(CC2)C(=O)OCC2=CC=CC=C2)C(=O)OC(C)(C)C)F 8-benzyl 2-tert-butyl 4,4-difluoro-2,8-diazaspiro[4.5]decane-2,8-dicarboxylate